C(C=C)(=O)OCC(C)O 3-acryloyloxy-2-hydroxypropane